CN(C/C=C/C(=O)N1CC2=C(C(C1)C1=C(C3=C(C=NO3)C=C1)C=1C(=NN(C1)CC)C(F)(F)F)C=C(S2)C#N)C (E)-6-(4-(Dimethylamino)but-2-enoyl)-4-(7-(1-ethyl-3-(trifluoromethyl)-1H-pyrazol-4-yl)benzo[d]isoxazol-6-yl)-4,5,6,7-tetrahydrothieno[2,3-c]pyridine-2-carbonitrile